FC1=CC=C(C=C1)C(C)N1N=CC(=C1)N1C(C=2C=CC=NC2CC1)=O 6-(1-(1-(4-fluorophenyl)ethyl)-1H-pyrazol-4-yl)-7,8-dihydro-1,6-naphthyridin-5(6H)-one